N1[C@@H](C1)C(=O)N1C[C@@H]2N(C=3N=CN=C4C=C(C(=C(C34)OCC2)Cl)C2=C3C=NNC3=CC=C2C)CC1 ((S)-aziridin-2-yl)((14aR)-11-chloro-10-(5-methyl-1H-indazol-4-yl)-1,3,4,13,14,14a-hexahydro-2H-pyrazino[1',2':5,6][1,5]oxazocino[4,3,2-de]quinazolin-2-yl)methanone